6-Nitro-1,3,4,10-tetrahydroacridin-9(2H)-on [N+](=O)([O-])C=1C=C2NC=3CCCCC3C(C2=CC1)=O